C1(CCCC1)C1=C2C(=NC=C1)C=C(S2)C2=NC(=NC=C2F)NC2=NC=C(C=C2)N2CCOCC2 4-(7-Cyclopentylthieno[3,2-b]pyridin-2-yl)-5-fluoro-N-(5-morpholinopyridin-2-yl)pyrimidin-2-amine